1-(4-(2-((tert-butyldimethylsilyl)oxy)ethyl)-2-isopropylpyridin-3-yl)-6,7-dichloropyrido[2,3-d]pyrimidine-2,4(1H,3H)-dione [Si](C)(C)(C(C)(C)C)OCCC1=C(C(=NC=C1)C(C)C)N1C(NC(C2=C1N=C(C(=C2)Cl)Cl)=O)=O